[O-2].[Ti+4].[C+4].[Al+3] aluminum carbon titanium oxide